C(C(CC#N)[2H])#N succinonitrile-d